(S)-N-(6-(2-((dimethylamino)methyl)pyrrolidin-1-yl)-2-methoxy-5-nitropyridin-3-yl)acetamide CN(C)C[C@H]1N(CCC1)C1=C(C=C(C(=N1)OC)NC(C)=O)[N+](=O)[O-]